NC1=NC=NN2C1=C(C=C2C=2C=C(C(=C(C(=O)N[C@@H]1CN(C[C@@H]1F)C(C(C(F)(F)F)C)=O)C2)F)F)C(F)(F)F 5-[4-amino-5-(trifluoromethyl)pyrrolo-[2,1-f][1,2,4]triazin-7-yl]-2,3-difluoro-N-[(3R,4S)-4-fluoro-1-(3,3,3-trifluoro-2-methylpropanoyl)pyrrolidin-3-yl]-benzamide